C1(=CC=CC=C1)C(CCO)=C 3-phenyl-1-hydroxybut-3-ene